N-((S)-1-(2-((S)-2-Cyanopyrrolidin-1-yl)-2-oxoethyl)pyrrolidin-3-yl)-4-hydroxybenzofuran-3-carboxamid C(#N)[C@H]1N(CCC1)C(CN1C[C@H](CC1)NC(=O)C1=COC2=C1C(=CC=C2)O)=O